Isoquinoline-3-carboxylic acid hydrochloride Cl.C1=NC(=CC2=CC=CC=C12)C(=O)O